((1R,2S,4R)-4-((5-(4-(7-chloro-3,4-dihydroisoquinolin-1-yl)-5-methylthiophene-2-carbonyl)pyrimidin-4-yl)amino)-2-hydroxycyclopentyl)methyl sulfamate S(N)(OC[C@@H]1[C@H](C[C@@H](C1)NC1=NC=NC=C1C(=O)C=1SC(=C(C1)C1=NCCC2=CC=C(C=C12)Cl)C)O)(=O)=O